C(C)(C)(C)OC(=O)N1CCC(CC1)(O)CC(=O)N1CCC(CC1)C1=CC=C(C=C1)NC1C(NC(CC1)=O)=O 4-[2-[4-[4-[(2,6-dioxo-3-piperidinyl)amino]phenyl]-1-piperidinyl]-2-oxo-ethyl]-4-hydroxy-piperidine-1-carboxylic acid tert-butyl ester